2,4-bis([1,1-biphenyl]-4-yl)chloro-4-(2-naphthyl)-6-phenyl-1,3,5-triazine C1(=CC=C(C=C1)C=1N(C(=NC(N1)(C1=CC2=CC=CC=C2C=C1)C1=CC=C(C=C1)C1=CC=CC=C1)C1=CC=CC=C1)Cl)C1=CC=CC=C1